CN1C[C@@H](CCC1)NC1=C2C(=C(N=N1)C1=C(C=C(C=C1)C(F)(F)F)O)OC=C2 (R)-2-(4-((1-methylpiperidin-3-yl)amino)furo[2,3-d]pyridazin-7-yl)-5-(trifluoromethyl)phenol